C(CCC)OC(COCC(OCCCC)OCCCC)OCCCC 2,2-Dibutoxyethyl ether